FC1=CC(=CC2=CN(N=C12)C)NC(=O)C=1C=2N=CC=NC2C(=CC1)N1CC2CCC(C1)N2C N-(7-fluoro-2-methyl-indazol-5-yl)-8-(8-methyl-3,8-diazabicyclo[3.2.1]octan-3-yl)quinoxaline-5-carboxamide